3-(2-chloro-4'-(2-oxo-7-oxa-1-azaspiro-[3.5]nonan-1-yl)-[1,1'-biphenyl]-3-yl)piperidine-2,6-dione ClC1=C(C=CC=C1C1C(NC(CC1)=O)=O)C1=CC=C(C=C1)N1C(CC12CCOCC2)=O